2-[[5-[4-(2-chloroethyl)piperazin-1-yl]-2-pyridinyl]amino]-7-cyclopentyl-N,N-dimethyl-pyrrolo[2,3-d]pyrimidine-6-carboxamide ClCCN1CCN(CC1)C=1C=CC(=NC1)NC=1N=CC2=C(N1)N(C(=C2)C(=O)N(C)C)C2CCCC2